NC1=C(SC2=NC(=CC=C21)C)C(=O)N[C@@H]2CCC=1C=C(N=CC1C2)N2CCNCC2 |r| racemic-3-amino-6-methyl-N-[3-(piperazin-1-yl)-5,6,7,8-tetrahydroisoquinolin-7-yl]thieno[2,3-B]pyridine-2-carboxamide